4-(3-Iodo-6-methoxy-2-methyl-pyrrolo[3,2-b]pyridin-1-yl)-benzonitrile IC1=C(N(C=2C1=NC=C(C2)OC)C2=CC=C(C#N)C=C2)C